BrC=1C=CC(=NC1)O[C@@H]1C[C@@H]2CN([C@H]1C2)C(=O)C2=C(C=CC=C2N2N=CC=N2)F ((1S,4R,6R)-6-((5-bromopyridin-2-yl)oxy)-2-azabicyclo[2.2.1]hept-2-yl)(2-fluoro-6-(2H-1,2,3-triazol-2-yl)phenyl)methanone